COC1=CC(O[C@H](C1)\C=C\C1=CC=CC=C1)=O (6R)-4-methoxy-6-[(1E)-2-phenylvinyl]-5,6-dihydro-2H-pyran-2-one